methyl-(vinyl)silane C[SiH2]C=C